CSCCC[C@@H](C(=O)[O-])NO The molecule is an N-hydroxy-alpha-amino-acid anion obtained by deprotonation of the carboxy group of any N-hydroxy-L-polyhomomethionine; major species at pH 7.3. It is a conjugate base of a N-hydroxy-L-polyhomomethionine.